C(CCCCCCC)C1=CC(=C(C(=O)O)C=C1)C(F)(F)F 4-octyl-2-(trifluoromethyl)benzoic acid